OC1=CC(NC(N1)=S)=O 6-hydroxy-2-thiouracil